ClC1=C(C(=CC=2C=C(OC21)C=2C=C(C=C1N=C(C=NC21)OC)CO)OC)F (8-(7-chloro-6-fluoro-5-methoxybenzofuran-2-yl)-3-methoxyquinoxalin-6-yl)methanol